1-[(2R)-4-[4-amino-5-iodopyrrolo[2,1-f][1,2,4]triazin-7-yl]-2-(methoxymethyl)pyrrolidin-1-yl]prop-2-en-1-one NC1=NC=NN2C1=C(C=C2C2C[C@@H](N(C2)C(C=C)=O)COC)I